CC1N(CC1O)C1CCN(CC1)C1=CC=C(C=C1)B1OC(C(O1)(C)C)(C)C methyl-1-(1-(4-(4,4,5,5-tetramethyl-1,3,2-dioxaborolan-2-yl)phenyl)piperidin-4-yl)azetidin-3-ol